CNC1=NN(C(=N1)CC)CC1=CC=C(C=C1)C=C 3-methylamino-5-ethyl-1-(4-vinylbenzyl)-1H-1,2,4-triazole